2,4-dimethoxybenzyl (1S,2R)-2-((S)-5-chloro-7-fluoro-8-hydroxy-1-((6-oxo-5-azaspiro[2.4]heptan-5-yl)methyl)-1,2,3,4-tetrahydroisoquinoline-2-carbonyl)-1-methylcyclohexane-1-carboxylate ClC1=C2CCN([C@@H](C2=C(C(=C1)F)O)CN1CC2(CC2)CC1=O)C(=O)[C@H]1[C@](CCCC1)(C(=O)OCC1=C(C=C(C=C1)OC)OC)C